C(C)(C)(C)C=1C(=CC=C(C1)OC(C1=CC=C(C=C1)O)=O)O 5-t-butyl-4-hydroxyphenyl-4-hydroxybenzoate